1-hexyl-3-ethylpiperidinium acetate C(C)(=O)[O-].C(CCCCC)[NH+]1CC(CCC1)CC